BrC1=CC(=NC=C1)CC(=O)OC methyl 4-bromopyridine-2-acetate